S1C2=C(C(=C1)C1=NC(=NC=C1)NC=1C(=CC(=C(C1)NC(CCCl)=O)N1CCN(CC1)C)OC)C=CC=C2 N-[5-[[4-(benzo[b]thiophen-3-yl)pyrimidin-2-yl]amino]-4-methoxy-2-(4-methylpiperazin-1-yl)phenyl]-3-chloropropionamide